COC1=CC=C(C=C1)C1=CC=C(C=C1)C(C)(C)C 4-methoxy-4'-(tert-butyl)-1,1'-biphenyl